O,O-dimethyl S-(N-methyl-N-formylcarbamoylmethyl)phosphorodithioate CN(C=O)C(=O)CSP(=S)(OC)OC